C1(CC1)C1=C(C(=NO1)C1=C(C=CC=C1)F)COC1C[C@H]2CC[C@@H](C1)N2C(=O)N2CC=1C=CC=C(C1C2)C(=O)O 2-((1R,3R,5S)-3-((5-cyclopropyl-3-(2-fluorophenyl)isoxazol-4-yl)methoxy)-8-azabicyclo[3.2.1]octane-8-carbonyl)isoindoline-4-carboxylic acid